C(=O)(O)C1=CC=C(C=C1)C1(CC(CC(C1)C)(C)C)C1=CC=C(C=C1)C(=O)O 1,1-bis(4-carboxyphenyl)-3,3,5-trimethylcyclohexane